[C@@H](C)(CC)N |r| (RS)-SEC-BUTYLAMINE